N-(cyclopropylmethyl)-1-((6-((2-methoxy-4-propylbenzyl)oxy)-1-methyl-3,4-dihydronaphthalen-2-yl)methyl)azetidine-3-carboxamide C1(CC1)CNC(=O)C1CN(C1)CC1=C(C2=CC=C(C=C2CC1)OCC1=C(C=C(C=C1)CCC)OC)C